C(C=1C(C(=O)[O-])=CC=CC1)(=O)[O-].[Na+].CCCCC(CCC)C=1C=CSC1.[Na+] 4-(5-octyl)thiophene sodium phthalate